N1=C(C=CC1)O 5H-pyrrolol